FC=1C=C(C(C(=O)OC)=CC1O)C(=O)[O-] Methyl 4-fluoro-5-hydroxyphthalate